2-[4-[3-(4-Hydroxy-3-methoxyphenyl)prop-2-enoyl]phenoxy]acetic acid OC1=C(C=C(C=C1)C=CC(=O)C1=CC=C(OCC(=O)O)C=C1)OC